FC=1C(=C(C=CC1F)[C@@H]1[C@H](O[C@]([C@@H]1C)(C)C(F)F)C(=O)NC1=CC(=NC=C1)C(=O)N)OC |o1:8,9,11,12| rel-(2S,3R,4R,5S)-4-[[3-(3,4-difluoro-2-methoxy-phenyl)-5-(difluoromethyl)-4,5-dimethyl-tetrahydrofuran-2-carbonyl]amino]pyridine-2-carboxamide